ethaneboronate C(C)B([O-])[O-]